(S)-N-(7-chloro-6-(1-((3S,4S)-4-hydroxy-3-methyltetrahydrofuran-3-yl)piperidin-4-yl)isoquinolin-3-yl)spiro[2.2]pentane-1-carboxamide ClC1=C(C=C2C=C(N=CC2=C1)NC(=O)[C@H]1CC12CC2)C2CCN(CC2)[C@]2(COC[C@H]2O)C